N-[(2-Acetamidoethyl)(1-methyl-1H-pyrazol-4-yl)sulfamoyl]-2-(1,2,3,5,6,7-hexahydro-s-indacen-4-yl)acetamide sodium salt [Na].C(C)(=O)NCCN(S(=O)(=O)NC(CC1=C2CCCC2=CC=2CCCC12)=O)C=1C=NN(C1)C